3-methoxy-5-((oxazol-2-ylmethyl)amino)benzoic acid ethyl ester C(C)OC(C1=CC(=CC(=C1)NCC=1OC=CN1)OC)=O